2,2',2''-{(2S)-10-(carboxymethyl)-2-[4-(2-ethoxyethoxy)benzyl]-1,4,7,10-tetraazacyclododecane-1,4,7-triyl}triacetate C(=O)(O)CN1CCN(CCN(C[C@@H](N(CC1)CC(=O)[O-])CC1=CC=C(C=C1)OCCOCC)CC(=O)[O-])CC(=O)[O-]